2-Chloro-5H-pyrimido[4,5-b][1,4]oxazin-6(7H)-one ClC=1N=CC2=C(OCC(N2)=O)N1